C1(CC1)C(C1=NC=C(C(=N1)OC1=CC=CC=C1)C(=O)N[C@@H](COC)\C=C\S(=O)(=O)C)(F)F (R,E)-2-(cyclopropyldifluoromethyl)-N-(1-methoxy-4-(methylsulfonyl)but-3-en-2-yl)-4-phenoxypyrimidine-5-carboxamide